C1(=C(C=CC=C1)C1=CC2=CC=CC=C2C=C1C1=C(C=CC=C1)Cl)C1=CC=CC=C1 2-([1,1'-biphenyl]-2-yl)-3-(2-chlorophenyl)naphthalene